IC1=CN(C=2N=CN=C(C21)N)C2CNCC2 5-iodo-7-(pyrrolidin-3-yl)-7H-pyrrolo[2,3-d]pyrimidin-4-amine